trifluoromethyl-pyrimidone FC(F)(F)C1=NC(NC=C1)=O